[Cl-].[Li+].CC1([N-]C(CCC1)(C)C)C 2,2,6,6-tetramethylpiperidine-1-ide lithium chloride